1-(oxetan-3-yl)-4-(4-(4,4,5,5-tetramethyl-1,3,2-dioxaborolan-2-yl)phenyl)piperazine O1CC(C1)N1CCN(CC1)C1=CC=C(C=C1)B1OC(C(O1)(C)C)(C)C